1-methyl-6-((4-(methylamino)-5-(trifluoromethyl)pyrimidin-2-yl)amino)-1H-indazole-3-carbonitrile CN1N=C(C2=CC=C(C=C12)NC1=NC=C(C(=N1)NC)C(F)(F)F)C#N